tert-Butyl 4-(4-(4-(3-(2,4-dioxotetrahydropyrimidin-1(2H)-yl)phenyl)but-3-yn-1-yl)piperazine-1-carbonyl)piperazine-1-carboxylate O=C1N(CCC(N1)=O)C=1C=C(C=CC1)C#CCCN1CCN(CC1)C(=O)N1CCN(CC1)C(=O)OC(C)(C)C